phenyl-2-(3-((6-chloropyrido[3,2-D]pyrimidin-4-yl)amino)propoxy)-5-fluorochlorobenzene (methyl)carbamate CNC(O)=O.C1(=CC=CC=C1)C=1C(=C(C=C(C1)F)Cl)OCCCNC=1C2=C(N=CN1)C=CC(=N2)Cl